ClC1=CC=C(C=C1)C1=C(CCC(C1)(C)C)CC1N(CCNC1)C1=CC(=C(C(=O)N)C=C1)OC=1C=C2C(=NC1)NC=C2 4-{[2-(4-chlorophenyl)-4,4-dimethylcyclohex-1-en-1-yl]methylpiperazin-1-yl}-2-(1H-pyrrolo[2,3-b]pyridin-5-yloxy)benzamide